1-amino-3-methyl-4-(1-methyl-1H-pyrazol-3-yl)-1H-pyrrole-2-carboxylate NN1C(=C(C(=C1)C1=NN(C=C1)C)C)C(=O)[O-]